C(C)(C)(C)OC(=O)N1CC2COC3=C(C(N2CC1)=O)C=NC(=C3)C3=CC=CC=C3 3-(phenyl)-12-oxo-6a,7,9,10-tetrahydro-6H-pyrazino[2,1-c]Pyrido[3,4-f][1,4]Oxazepine-8(12H)-carboxylic acid tert-butyl ester